1-(Pyrazolo[1,5-a]pyridin-5-yl)ethane-1-one N1=CC=C2N1C=CC(=C2)C(C)=O